methyl-[6-(4-methyl-piperazin-1-yl)-4-o-tolyl-pyridin-3-yl]-amine CNC=1C=NC(=CC1C1=C(C=CC=C1)C)N1CCN(CC1)C